COC1CCC(CC1)CN[C@@H]1[C@H](CCCC1)OC=1C=C2CN(C(C2=CC1)=O)C1C(NC(CC1)=O)=O 3-(5-(((1S,2S)-2-(((4-methoxycyclohexyl)methyl)amino)cyclohexyl)oxy)-1-oxoisoindolin-2-yl)piperidine-2,6-dione